OCC1([C@@H](O)[C@H](O)[C@H](O1)CO)C(C(C)=O)=O fructosyl-propanedione